C(C)(C)(C)OC(=O)N1C[C@@H]([C@@H](CC1)N)F (3S,4R)-4-amino-3-fluoropiperidine-1-carboxylic acid tert-butyl ester